(S)-ethyl 8-(2-amino-6-((R)-2,2,2-trifluoro-1-(4-(2-oxo-1,2,3,4-tetrahydroquinolin-6-yl)phenyl)ethoxy)pyrimidin-4-yl)-2,8-diazaspiro[4.5]decane-3-carboxylate NC1=NC(=CC(=N1)N1CCC2(C[C@H](NC2)C(=O)OCC)CC1)O[C@@H](C(F)(F)F)C1=CC=C(C=C1)C=1C=C2CCC(NC2=CC1)=O